isopropyl (3S)-3-cyclopropyl-6-fluoro-2,3,4,5-tetrahydro-1,4-benzoxazepine-8-carboxylate C1(CC1)[C@H]1COC2=C(CN1)C(=CC(=C2)C(=O)OC(C)C)F